COC1=C(C=CC(=C1)OC)CNC=1C=C(C=2C=NN(C2C1)C)C#N 6-{[(2,4-dimethoxyphenyl)methyl]amino}-1-methylindazole-4-carbonitrile